(Z)-N-((5-(3-(N'-Hydroxycarbamimidoyl)phenyl)-2,4-dioxo-2,3,4,5-tetrahydro-1H-naphtho[1,2-b][1,4]diazepin-10-yl)methyl)acetamide O\N=C(/N)\C=1C=C(C=CC1)N1C2=C(NC(CC1=O)=O)C1=CC(=CC=C1C=C2)CNC(C)=O